4-(methylsulfonyl)-3-(4-(trifluoromethyl)phenyl)-4,5,6,7-tetrahydropyrazolo[1,5-a]pyrimidine-6-carboxylic acid ethyl ester C(C)OC(=O)C1CN(C=2N(C1)N=CC2C2=CC=C(C=C2)C(F)(F)F)S(=O)(=O)C